azole borate B(O)(O)O.N1C=CC=C1